(2S,4R)-1-[(2S)-2-[4-(5-fluoro-3-pyridyl)triazol-1-yl]-3,3-dimethyl-butanoyl]-4-hydroxy-N-methyl-pyrrolidine-2-carboxamide FC=1C=C(C=NC1)C=1N=NN(C1)[C@H](C(=O)N1[C@@H](C[C@H](C1)O)C(=O)NC)C(C)(C)C